BrC=1C=C2C(=NN(C2=CC1)C)C1C(NC(CC1)=O)=O 3-(5-Bromo-1-methyl-1H-indazol-3-yl)piperidine-2,6-dione